Cl.ClC=1C(=C(N)C=CC1)F 3-Chloro-2-Fluoroaniline Hydrochloride